C(C1=CC=CC=C1)(=O)ON=C(C(=O)C1=CC=C(C=C1)SC1=CC=CC=C1)CC1CCCC1 1-[4-(phenylthio)phenyl]-3-cyclopentylpropan-1,2-dione-2-(O-benzoyloxime)